COC1=C(C=NC=C1)C1=CC2=C(C(=N1)C)C=NN2C2=CC(=CC(=N2)N2CC(CC2)O)N2[C@@H]([C@H](C2)CS(=O)(=O)C)C 1-(6-(6-(4-methoxypyridin-3-yl)-4-methyl-1H-pyrazolo[4,3-c]pyridin-1-yl)-4-((2R,3S)-2-methyl-3-((methylsulfonyl)methyl)azetidin-1-yl)pyridin-2-yl)pyrrolidin-3-ol